CC1(C[C@H](NC1)C(=O)N1CC(C1)OC1C=2C=CC=C(C2O[B-](C1)(O)O)C(=O)O)C ([1-(4,4-dimethyl-L-prolyl)azetidin-3-yl]oxy)-4,4-dihydroxy-5-oxa-4-boranuidabicyclo[4.4.0]deca-1(6),7,9-triene-7-carboxylic acid